methyl 4-[(2E)-2-[(dimethylamino)methylidene]-3-oxobutanamido]cyclohexane-1-carboxylate CN(C)\C=C(\C(=O)NC1CCC(CC1)C(=O)OC)/C(C)=O